N-(4-methyl-3-(6-(trifluoromethyl)pyridazine-3-yl)phenyl)-6-azabicyclo[3.1.1]heptane-6-carboxamide CC1=C(C=C(C=C1)NC(=O)N1C2CCCC1C2)C=2N=NC(=CC2)C(F)(F)F